NOC(CCC(=O)O)C 4-(aminooxy)pentanoic acid